2-(4-bromobenzoylamino)-5-(5-nitrothiophen-2-yl)methyleneaminothiophene-3,4-dicarboxylic acid diethyl ester C(C)OC(=O)C1=C(SC(=C1C(=O)OCC)N=CC=1SC(=CC1)[N+](=O)[O-])NC(C1=CC=C(C=C1)Br)=O